COC=1C=C(CNCC=2C=C(N(C)C)C=CC2)C=CC1 3-((3-methoxybenzylamino)methyl)-N,N-dimethylaniline